3-(9-((4-(aminomethyl)phenyl)carbamoyl)-6-methyl-5,6-dihydro-4H-benzo[b]thieno[2,3-d]azepin-8-yl)-6-(propylcarbamoyl)picolinic acid NCC1=CC=C(C=C1)NC(=O)C1=CC2=C(N(CCC3=C2SC=C3)C)C=C1C=1C(=NC(=CC1)C(NCCC)=O)C(=O)O